C(C1=CC=CC=C1)N[C@H](CO)CCOC (2S)-2-(benzylamino)-4-methoxy-butan-1-ol